tert-butyl 2-(2-(4-chloro-2-methyl-5-nitrobenzamido)-5-fluorophenyl)acetate ClC1=CC(=C(C(=O)NC2=C(C=C(C=C2)F)CC(=O)OC(C)(C)C)C=C1[N+](=O)[O-])C